2-((1-(2-((tert-butyldiphenylsilyl)oxy)-3-(dimethylamino)propyl)-1H-pyrazol-4-yl)amino)-4-cyclopropoxy-N-(2,6-dichlorophenyl)pyrimidine-5-carboxamide [Si](C1=CC=CC=C1)(C1=CC=CC=C1)(C(C)(C)C)OC(CN1N=CC(=C1)NC1=NC=C(C(=N1)OC1CC1)C(=O)NC1=C(C=CC=C1Cl)Cl)CN(C)C